[Rh].ClC1=C(C(=O)N)C(=CC=C1)Cl 2,6-dichlorobenzamide rhodium